8-fluoro-4-(8-fluoro-3-quinolyl)-2,2-dimethyl-1H-quinazoline FC=1C=CC=C2C(=NC(NC12)(C)C)C=1C=NC2=C(C=CC=C2C1)F